4-(1-(4-(azetidin-1-ylmethyl)-2-chlorophenyl)-1H-imidazol-4-yl)-N-(1-(ethylsulfonyl)piperidin-4-yl)-5-(trifluoromethyl)pyrimidin-2-amine N1(CCC1)CC1=CC(=C(C=C1)N1C=NC(=C1)C1=NC(=NC=C1C(F)(F)F)NC1CCN(CC1)S(=O)(=O)CC)Cl